NC=1C(=C(C(=O)NCCC)C(=CC1)F)F 3-amino-2,6-difluoro-N-propylbenzamide